3-((3-Butyl-3-ethyl-7-(methylthio)-1,1-dioxido-5-phenyl-2,3,4,5-tetrahydro-1,5-benzothiazepin-8-yl)oxy)propanoic acid C(CCC)C1(CS(C2=C(N(C1)C1=CC=CC=C1)C=C(C(=C2)OCCC(=O)O)SC)(=O)=O)CC